C(C)OC(CCC(=O)C1=NC(=CC(=C1O)C#N)CC1=C(C=CC=C1C)C)=O 4-[4-Cyano-6-(2,6-dimethyl-benzyl)-3-hydroxy-pyridin-2-yl]-4-oxo-butyric acid ethyl ester